The molecule is a cembrane diterpenoid that is cembra-2E,7E,11Z-trien-20,10-olide substituted by a hydroxy group at position 4. It has been isolated from the leaves of Croton gratissimus. It has a role as a metabolite. It is a cembrane diterpenoid, a diterpene lactone, a macrocycle and a tertiary alcohol. C/C/1=C\\CC[C@](/C=C/[C@H](CCC2=C[C@@H](C1)OC2=O)C(C)C)(C)O